C(C)OC(=O)C1=C(N(C(=C1)C(F)(F)F)C1=CC=CC=C1)C 2-methyl-1-phenyl-5-(trifluoromethyl)-1H-pyrrole-3-carboxylic acid ethyl ester